β-Propyl-7-methyltryptophan C(CC)C([C@H](N)C(=O)O)C1=CNC2=C(C=CC=C12)C